methyl-p-isopropylphenylpropionaldehyde CC(C=O)(C)C1=CC=C(C=C1)C(C)C